2,6-dinitrobenzenesulfonyl bromide [N+](=O)([O-])C1=C(C(=CC=C1)[N+](=O)[O-])S(=O)(=O)Br